N-[4-(1,1-dioxido-4-oxo-1,2,5-thiadiazolidin-2-yl)-3-fluoro-5-hydroxyphenyl]-3,4-dihydroquinoline-1(2H)-carboxamide O=S1(N(CC(N1)=O)C1=C(C=C(C=C1O)NC(=O)N1CCCC2=CC=CC=C12)F)=O